COC(=O)C1=CC=C(C=C1)C1=C(C=C(C=C1)N1C(N(C2=NC=CC=C21)[C@@H]2CN(CC2)CC=2N(C(=CN2)Br)C)=O)O (S)-4'-(3-(1-((5-bromo-1-methyl-1H-imidazol-2-yl)methyl)pyrrolidin-3-yl)-2-oxo-2,3-dihydro-1H-imidazo[4,5-b]pyridin-1-yl)-2'-hydroxy-[1,1'-biphenyl]-4-carboxylic acid methyl ester